C1(CC1)C1=C(C=C(OC2CCC3(CN(C3)C(=O)C3CC(C3)(C)O)CC2)C=C1)F (7-(4-Cyclopropyl-3-fluorophenoxy)-2-azaspiro[3.5]nonan-2-yl)((1s,3s)-3-hydroxy-3-methylcyclobutyl)methanon